6-chloro-5-(2,2,2-trifluoroethoxy)pyrimidin-4-amine ClC1=C(C(=NC=N1)N)OCC(F)(F)F